3-(4-(3-fluorooxetan-3-yl)phenyl)prop-2-yn-1-ol FC1(COC1)C1=CC=C(C=C1)C#CCO